2-[2,6-difluoro-4-[3-[1-[5-(methoxymethyl)pyrimidin-2-yl]-4-piperidyl]propoxyl]phenyl]-1-[(3S)-3-[[[(2S,3R,4R,5R)-2,3,4,5,6-pentahydroxyhexyl]amino]methyl]-pyrrolidin-1-yl]ethanone FC1=C(C(=CC(=C1)OCCCC1CCN(CC1)C1=NC=C(C=N1)COC)F)CC(=O)N1C[C@@H](CC1)CNC[C@@H]([C@H]([C@@H]([C@@H](CO)O)O)O)O